CC1=NC=2C=CN(C(C2C=C1C(=O)O)=O)CC=1C=NN(C1)C 2-methyl-6-((1-methyl-1H-pyrazol-4-yl)methyl)-5-oxo-5,6-dihydro-1,6-naphthyridine-3-carboxylic acid